tetramethylisourea trifluoromethanesulfonate FC(S(=O)(=O)O)(F)F.CN=C(N(C)C)OC